The molecule is a polyprenyl glycosyl diphosphate having N-acetyl-D-glucosamine as the glycosyl fragment. It has a role as an Escherichia coli metabolite. It is a polyprenyl glycosyl phosphate and a N-acyl-D-glucosamine 1-phosphate. It is a conjugate acid of a N-acetyl-D-glucosaminyl-1-diphospho-ditrans,polycis-undecaprenol(2-). CC(=CCC/C(=C/CC/C(=C/CC/C(=C\\CC/C(=C\\CC/C(=C\\CC/C(=C\\CC/C(=C\\CC/C(=C\\CC/C(=C\\CC/C(=C\\COP(=O)(O)OP(=O)(O)OC1[C@@H]([C@H]([C@@H]([C@H](O1)CO)O)O)NC(=O)C)/C)/C)/C)/C)/C)/C)/C)/C)/C)/C)C